bicyclo(2.2.2)octene-2,3-dicarboxylic anhydride C12=C3C(C(CC1)CC2)C(=O)OC3=O